ClC1=CC2=C(N=C(N=C2)NC2=C(C=C(C=C2)S(=O)(=O)CCCOC2CCC(CC2)C=O)C)N(C1=O)C1CCCC1 4-[3-[4-[(6-chloro-8-cyclopentyl-7-oxo-pyrido[2,3-d]pyrimidin-2-yl)amino]-3-methyl-phenyl]sulfonylpropoxy]cyclohexanecarbaldehyde